NC1=NC=C(C=N1)C1=C(C=2N=CN=C(C2N1C1=CC(=C(C=C1)O)F)NCC1=CC=C(C=C1)OC)C 4-(6-(2-aminopyrimidin-5-yl)-4-((4-methoxybenzyl)amino)-7-methyl-5H-pyrrolo[3,2-d]pyrimidin-5-yl)-2-fluorophenol